4,4'-[(4-hydroxy-3-methoxyphenyl)methylene]bis(2,6-dimethylphenol) OC1=C(C=C(C=C1)C(C1=CC(=C(C(=C1)C)O)C)C1=CC(=C(C(=C1)C)O)C)OC